5-(5-(1-(dimethylglycyl)piperidin-4-yl)-3-isopropyl-1H-indol-2-yl)-1,4-dimethyl-2-oxo-1,2-dihydropyridine-3-carbonitrile CN(CC(=O)N1CCC(CC1)C=1C=C2C(=C(NC2=CC1)C=1C(=C(C(N(C1)C)=O)C#N)C)C(C)C)C